1-adamantyl-(1',1'-difluorooxyethyl)sulfonate C12(CC3CC(CC(C1)C3)C2)OS(=O)(=O)C(C)(OF)OF